4',5,6-trihydroxyflavone OC1=CC=C(C=2OC3=CC=C(C(=C3C(C2)=O)O)O)C=C1